OC(O)C=1C(OC2=CC=CC=C2C1)=O DihydroxyMethylchromenone